1-amino-2-(1-cinnamoyl-piperidin-2-yl)-4-(4-((4-methylpyridin-2-yl)carbamoyl)phenyl)-1H-imidazole-5-carboxamide NN1C(=NC(=C1C(=O)N)C1=CC=C(C=C1)C(NC1=NC=CC(=C1)C)=O)C1N(CCCC1)C(C=CC1=CC=CC=C1)=O